tert-butyl 4-(1-(1-((benzyloxy)carbonyl)piperidin-4-yl)ethyl)piperazine-1-carboxylate C(C1=CC=CC=C1)OC(=O)N1CCC(CC1)C(C)N1CCN(CC1)C(=O)OC(C)(C)C